CC1=CNC2=NC=C(C=C21)C=2C=C1CCN(CC1=C(C2)[C@H]2NCCC2)C(=O)C2=NC(=NC=C2)C (S)-[6-(3-methyl-1H-pyrrolo[2,3-b]pyridin-5-yl)-8-[pyrrolidin-2-yl]-3,4-dihydroisoquinolin-2(1H)-yl](2-methylpyrimidin-4-yl)methanone